C(C)(=O)OC(C)CC(C)C L-4-methyl-2-pentanol acetate